4-methoxy-2-methylbenzo[d]thiazole COC1=CC=CC2=C1N=C(S2)C